N[C@@H]1C2=CC=CC=C2CC12CCN(CC2)C=2N(C(C(=CN2)C#CCC2=CC(=C(C#N)C=C2)O)=O)C (S)-4-(3-(2-(1-amino-1,3-dihydro-spiro[indene-2,4'-piperidin]-1'-yl)-1-methyl-6-oxo-1,6-dihydropyrimidin-5-yl)prop-2-yn-1-yl)-2-hydroxybenzonitrile